C1C(=C(C(=O)C[C@@]1(CO)O)O)O The molecule is a member of the class of cyclohexenones that is 5-(hydroxymethyl)cyclohex-2-en-1-one carrying three additional hydroxy substituents at positions 2, 3 and 5. It is a tetrol, a member of cyclohexenones and an enone. It is a conjugate acid of a (S)-demethyl-4-deoxygadusol(1-).